ClC=1C(=NC=C(C1)Cl)OC1=CC=C(OC(C(=O)O)C)C=C1 2-[4-(3,5-dichloropyridin-2-yl)oxyphenoxy]propanoic acid